4-(((6-azaspiro[2.5]octan-6-yl)sulfonyl)carbamoyl)-5-(dimethylamino)-2-fluorobenzoic acid C1CC12CCN(CC2)S(=O)(=O)NC(=O)C2=CC(=C(C(=O)O)C=C2N(C)C)F